4-(trifluoromethyl)dibenzo[b,d]furan FC(C1=CC=CC2=C1OC1=C2C=CC=C1)(F)F